(3r,6s)-6-methylpiperidine-3-carboxylic acid methyl ester COC(=O)[C@H]1CN[C@H](CC1)C